13-oxo-2,12-diazadispiro[4.1.47.25]tridecane-3-carboxylic acid O=C1NC2(CC13CC(NC3)C(=O)O)CCCC2